bis-(2-oxo-3-oxazolidinyl)-phosphoryl chloride O=C1OCCN1P(=O)(N1C(OCC1)=O)Cl